FC(C1=C(C=C(C=C1)NC(=O)[C@H]1C(C1)(F)F)C1=NC=CC=C1)F (1S)-N-[4-(difluoromethyl)-3-pyridin-2-ylphenyl]-2,2-difluorocyclopropane-1-carboxamide